C[C@]1(CC[C@]2([C@@H](C1)C3=CC[C@@H]4[C@]5(CCC(=O)[C@@]([C@@H]5CC[C@]4([C@@]3(C[C@H]2O)C)C)(C)CO)C)C(=O)O)CO The molecule is a pentacyclic triterpenoid that is olean-12-en-28-oic acid substituted by hydroxy groups at positions 16, 23 and 29 and an oxo group at position 3. It has been isolated from the stem bark of Kalopanax pictus and has been shown to exhibit anti-inflammatory activity. It has a role as an anti-inflammatory agent and a plant metabolite. It is a pentacyclic triterpenoid, a hydroxy monocarboxylic acid and a cyclic terpene ketone. It derives from a hydride of an oleanane.